ClC=1C=C(C=NC1N1N=CC=N1)NC(=O)[C@H]1CC2(C3=C1C=NC=1N3N=C(C1)F)CCC2 (S)-N-(5-chloro-6-(2H-1,2,3-triazol-2-yl)pyridin-3-yl)-2'-fluoro-6',7'-dihydrospiro[cyclobutane-1,8'-cyclopenta[e]pyrazolo[1,5-a]pyrimidine]-6'-carboxamide